OC1=CC=C(C=C1)SC1=CC=C(C=C1)O 4-hydroxyphenyl sulfide